C(C1=CC=CC=C1)OC1CC(C1)(C=O)CO[Si](C1=CC=CC=C1)(C1=CC=CC=C1)C(C)(C)C 3-(benzyloxy)-1-(((tert-butyldiphenylsilyl)oxy)methyl)cyclobutane-1-carbaldehyde